C1(=CC=CC=C1)NC1=CC=C(C=C1)NC(N)=O 3-(4-(phenylamino)phenyl)urea